1-(4-chloropyridin-2-yl)-2-methoxy-N,2-dimethylpropan-1-imine ClC1=CC(=NC=C1)C(C(C)(C)OC)=NC